FC1CC(N(C1)C(=O)C1N(C(CC1)=O)C)C(=O)NC(C1=CC=C(C=C1)C(C)C)C1=CC=CC=C1 4-fluoro-1-(1-methyl-5-oxopyrrolidine-2-carbonyl)-N-{phenyl-[4-(prop-2-yl)phenyl]methyl}pyrrolidine-2-carboxamide